C1(CCCCC1)C1=C(OC[C@H]2CN(CC2)C2=NC(=CC(=N2)C(=O)O)C)C=CC=C1 |r| (±)-2-(3-((2-Cyclohexylphenoxy)methyl)pyrrolidin-1-yl)-6-methylpyrimidine-4-carboxylic Acid